C(C)OC(C1=C(C=C(C(=O)OCC)C(=C1)O)O)=O Diethyl-2,5-dihydroxy-terephthalat